1-oxa-2,8-diazaspiro[4.5]dec-2-ene-8-carboxylate O1N=CCC12CCN(CC2)C(=O)[O-]